FC1=C(N(C2=C1C(=NC(=C2)C2=CC=C(C=O)C=C2)C)C)C2=CC=C(C=C2)S(=O)(=O)C 4-[3-fluoro-1,4-dimethyl-2-(4-methylsulfonylphenyl)pyrrolo[3,2-c]pyridin-6-yl]benzaldehyde